C(C)O[SiH](NC(C)(C)C)OCC diethoxy(tert-butylamino)silane